N1=CC=C(C2=C1NC1=CC=CC=C21)C=2C=C1C(=NNC1=CC2)N 5-(9H-pyrido[2,3-b]indol-4-yl)-1H-indazol-3-amine